2-[(3-bromopyrrolo[2,3-b]pyridin-1-yl)methoxy]ethyl-trimethyl-silane BrC1=CN(C2=NC=CC=C21)COCC[Si](C)(C)C